C(C)(C)[C@H]1[C@@H](C[C@@H](CC1)C)OC(CCCCBr)=O (1R,2S,5R)-2-isopropyl-5-methylcyclohexyl-5-bromopentanoate